Racemic-2-amino-7-cyano-6-cyclopropyl-1-(2-ethyl-5-fluoro-3-hydroxy-6-methyl-phenyl)pyrrolo[3,2-c]pyridine-3-carboxamide NC1=C(C=2C=NC(=C(C2N1C1=C(C(=CC(=C1C)F)O)CC)C#N)C1CC1)C(=O)N